COCC1=CCC=C1 2-(methoxymethyl)cyclopenta-1,3-diene